tert-butyl N-[1-[5-[4-[4-[(2,6-difluorophenyl)methyl]-5-oxo-1,2,4-triazol-1-yl]benzoyl]-4-methyl-thiazol-2-yl]-3-methyl-azetidin-3-yl]carbamate FC1=C(C(=CC=C1)F)CN1C=NN(C1=O)C1=CC=C(C(=O)C2=C(N=C(S2)N2CC(C2)(C)NC(OC(C)(C)C)=O)C)C=C1